2-keto-3-methyl-valeric acid O=C(C(=O)O)C(CC)C